C(C)(C)(C)OC(=O)N1C[C@H](CCC1)NC=1C2=C(N=CN1)C(=CC(=N2)C2=CC=C(C=C2)OC(F)(F)F)C(N)=O (3S)-3-([8-carbamoyl-6-[4-(trifluoromethoxy)phenyl]pyrido[3,2-d]pyrimidin-4-yl]amino)piperidine-1-carboxylic acid tert-butyl ester